tert-butyl N-methyl-N-((S)-1-(methylsulfonyl)pyrrolidine-3-carbonyl)-L-valinate CN([C@@H](C(C)C)C(=O)OC(C)(C)C)C(=O)[C@@H]1CN(CC1)S(=O)(=O)C